CN(C1CCN(CC1)CC=1C=NC(=NC1)N)C 5-((4-(dimethylamino)piperidin-1-yl)methyl)pyrimidin-2-amine